S(=O)(=O)(C1=CC=C(C)C=C1)NC(NC1=C(C=CC=C1)NS(=O)(=O)C1=CC=C(C=C1)OC)=O N-(2-(3-Tosylureido)phenyl)-4-methoxybenzenesulfonamide